monosodium disodium [Na].[Na].[Na]